FC1=NC(=CC(=C1)NC1=CC=C(C(=N1)C(=O)NC1CCC12CCCC2)O)F 6-[(2,6-difluoro-4-pyridinyl)amino]-3-hydroxy-N-spiro[3.4]octane-3-yl-pyridine-2-carboxamide